methyl 4-((tert-butoxycarbonyl)amino)pyrazolo[1,5-a]pyridine-2-carboxylate C(C)(C)(C)OC(=O)NC=1C=2N(C=CC1)N=C(C2)C(=O)OC